6-(cyclopropanecarboxamido)-N-(trideuteromethyl)pyridine-3-carboxamide C1(CC1)C(=O)NC1=CC=C(C=N1)C(=O)NC([2H])([2H])[2H]